C1N(CC2=CC=CC=C12)C1=NC2=C(C=C(C=C2C(N1C)=O)C)C(C)NC1=C(C(=O)O)C(=CC=C1)OC 2-((1-(2-(isoindolin-2-yl)-3,6-dimethyl-4-oxo-3,4-dihydroquinazolin-8-yl)ethyl)amino)-6-methoxybenzoic acid